BrC1=C(C=CC(=C1)Cl)C1=CC=C(C=C1)Cl 2-bromo-4,4'-dichloro-1,1'-biphenyl